N-((6S,7S)-6-((2,5-difluoro-[1,1'-biphenyl]-3-yl)methyl)-5-azaspiro[2.4]heptan-7-yl)propane-2-sulfonamide FC1=C(C=C(C=C1C[C@@H]1NCC2(CC2)[C@@H]1NS(=O)(=O)C(C)C)F)C1=CC=CC=C1